N1CC(CC1)C1CNCC1 3,3'-bipyrrolidine